N-(4-((3-chlorobenzyl)oxy)benzyl)-2-(methylamino)butanamide ClC=1C=C(COC2=CC=C(CNC(C(CC)NC)=O)C=C2)C=CC1